C[C@H](C(=O)OCC=C)C[C@H](CC1=CC=CC=C1)NC(=O)C=1N=C(SC1)[C@@H](C[C@H](C(C)C)NC)OC(CC(C)C)=O (2S,4R)-allyl 2-methyl-4-(2-((1R,3R)-4-methyl-3-(methylamino)-1-((3-methylbutanoyl)oxy)pentyl)thiazole-4-carboxamido)-5-phenylpentanoate